COC(C(C(=O)O)=CCCC[SiH3])(OC)OC trimethoxy-silylpropyl-methacrylic acid